6-chloro-3-((1-(2-cyano-3-(((1-fluorocyclopropyl)methyl)amino)-7-methylquinoxalin-5-yl)ethyl)amino)picolinic acid ClC1=CC=C(C(=N1)C(=O)O)NC(C)C1=C2N=C(C(=NC2=CC(=C1)C)C#N)NCC1(CC1)F